N(=[N+]=[N-])CCCCCCOC=1C=C(C=CC1OCOC)/C=C/C(=O)C1=C(C=C(C=C1OCOC)OCOC)O (E)-3-[3-(6-Azidohexoxy)-4-(methoxymethoxy)phenyl]-1-[2-hydroxy-4,6-bis(methoxymethoxy)phenyl]prop-2-en-1-one